(4S)-4-(2-(1-ethyl-3-(trifluoromethyl)-1H-pyrazol-4-yl)phenyl)-6-((E)-4-(3-methylpyrrolidin-1-yl)but-2-enoyl)-4,5,6,7-tetrahydrothieno[2,3-c]pyridine-2-carbonitrile C(C)N1N=C(C(=C1)C1=C(C=CC=C1)[C@H]1C2=C(CN(C1)C(\C=C\CN1CC(CC1)C)=O)SC(=C2)C#N)C(F)(F)F